ethyl 2-chloro-7-cyclopropylpyrazolo[1,5-a]pyrimidine-6-carboxylate ClC1=NN2C(N=CC(=C2C2CC2)C(=O)OCC)=C1